Cl.CC1=C(C=CC=C1C(F)(F)F)[C@@H](C#C)N (R)-1-(2-methyl-3-(trifluoromethyl)phenyl)prop-2-yn-1-amine hydrochloride